1-isocyanatobutane N(=C=O)CCCC